ClC1=NC(=C(C=2N=C(N=C(C21)N2C[C@@H](CCC2)O)SC)F)Cl (R)-1-(5,7-dichloro-8-fluoro-2-(methylthio)pyrido[4,3-d]pyrimidin-4-yl)piperidin-3-ol